CC1=CC=2C(C=3C(=NC2C=C1)C1=CC=C(C=C1C3C3=CSC=C3)C(F)(F)F)(C)C 8,10,10-trimethyl-11-(thien-3-yl)-2-(trifluoromethyl)-10H-indeno[1,2-b]quinoline